(1S,3S,4S)-N-[(1R)-1-cyano-2-[(3R)-2-oxo-3-piperidyl]ethyl]-2-[(2R)-3-cyclobutyl-2-[(2,2,2-trifluoroacetyl)amino]propanoyl]-5,5-difluoro-2-azabicyclo[2.2.2]octane-3-carboxamide C(#N)[C@@H](C[C@@H]1C(NCCC1)=O)NC(=O)[C@H]1N([C@@H]2CC([C@H]1CC2)(F)F)C([C@@H](CC2CCC2)NC(C(F)(F)F)=O)=O